FC1(CCN(CC1)C1=CC=CC(=N1)N)F 6-(4,4-difluorohexahydropyridin-1-yl)pyridin-2-amine